2-Amino-4-(3-((S)-3-(diethylamino)pyrrolidin-1-yl)-5-fluoro-7,9-dihydrofuro[3,4-f]quinazolin-6-yl)-7-fluorothieno[3,2-c]pyridine-3-carbonitrile NC1=C(C=2C(=NC=C(C2S1)F)C=1C2=C(C=3C=NC(=NC3C1F)N1C[C@H](CC1)N(CC)CC)COC2)C#N